F[C@H]1[C@H](CN(CC1)C(=O)OCC1=CC=CC=C1)NC=1C2=C(N=CN1)N(C=C2)C(C2=CC=CC=C2)(C2=CC=CC=C2)C2=CC=CC=C2 (3S,4R)-benzyl 4-fluoro-3-((7-trityl-7H-pyrrolo[2,3-d]pyrimidin-4-yl)amino)piperidine-1-carboxylate